N1N=CC(=C1)C=1C=C(C(=NC1)C1=CN=C(N=N1)OC1CC(NC(C1)(C)C)(C)C)O 5-(1H-Pyrazol-4-yl)-2-{3-[(2,2,6,6-Tetramethylpiperidin-4-yl)oxy]-1,2,4-Triazin-6-yl}Pyridin-3-ol